ethyl 2-(benzenesulfonamido)-4,6-diphenyl-6H-1,3-thiazine-5-carboxylate C1(=CC=CC=C1)S(=O)(=O)NC=1SC(C(=C(N1)C1=CC=CC=C1)C(=O)OCC)C1=CC=CC=C1